1-(TERT-BUTOXYCARBONYL)-5-METHOXY-1H-INDOL-2-YLBORONIC ACID C(C)(C)(C)OC(=O)N1C(=CC2=CC(=CC=C12)OC)B(O)O